3-bromo-7-chloro-1H-pyrazolo[4,3-b]pyridine BrC1=NNC=2C1=NC=CC2Cl